1-(5-Nitropyridin-2-yl)piperidine-4-carbaldehyde [N+](=O)([O-])C=1C=CC(=NC1)N1CCC(CC1)C=O